6-(methylthio)benzimidazolo[1,2-c]quinazoline CSC1=NC2=CC=CC=C2C=2N1C1=C(N2)C=CC=C1